2-(4-bromo-3-thienyl)-6-fluoro-4-methoxy-5-(trifluoromethyl)pyrimidine BrC=1C(=CSC1)C1=NC(=C(C(=N1)OC)C(F)(F)F)F